7-(4-(2-(benzyloxy)-5-fluorophenyl)piperidin-1-yl)-5-oxa-2-azaspiro[3.4]octane tert-butyl-7-(4-(2-(benzyloxy)-5-fluorophenyl)piperidin-1-yl)-5-oxa-2-azaspiro[3.4]octane-2-carboxylate C(C)(C)(C)OC(=O)N1CC2(C1)OCC(C2)N2CCC(CC2)C2=C(C=CC(=C2)F)OCC2=CC=CC=C2.C(C2=CC=CC=C2)OC2=C(C=C(C=C2)F)C2CCN(CC2)C2COC1(CNC1)C2